3-(N-(4-chloro-5-cyano-2-(oxetan-3-ylmethoxy)phenyl)sulfamoyl)-4-cyclopropylbenzoic acid ClC1=CC(=C(C=C1C#N)NS(=O)(=O)C=1C=C(C(=O)O)C=CC1C1CC1)OCC1COC1